3-cyclopropyl-2,3,4,5-tetrahydro-1H-benzo[d]azepin-7-amine C1(CC1)N1CCC2=C(CC1)C=C(C=C2)N